C(C)(C)(C)OC(N[C@H](C)C1=C(C(=CC=C1)C([C@](CC)(C)O)(F)F)F)=O |o1:16| ((1R)-1-(3-((R or S)-1,1-difluoro-2-hydroxy-2-methylbutyl)-2-fluorophenyl)ethyl)carbamic acid tert-butyl ester